OC1CC2(CC[C@@H]3[C@H](CC[C@@]4(C)[C@]35C(C[C@@H]4[C@H]4CCC(=O)OC4)O5)[C@]2(CC1)C)O 3,5-dihydroxy14,15-epoxybufanolide